(trifluoromethylsulfonyloxy)naphthalene FC(S(=O)(=O)OC1=CC=CC2=CC=CC=C12)(F)F